ClC1=C(C=NO)C=C(C(=C1)F)C1=NC=C(C=C1Cl)Cl 2-chloro-5-(3,5-dichloro-2-pyridinyl)-4-fluoro-benzaldehyde oxime